SELENIUM SODIUM [Na].[Se]